BrC1=CN(C2=NC=C(C=C21)S(=O)(=O)C)S(=O)(=O)C2=CC=C(C)C=C2 3-bromo-5-(methylsulfonyl)-1-tosyl-1H-pyrrolo[2,3-b]pyridine